OC=1C=C(C=CC1O)C1(OC=2C(C(C1O)O)=C(C=C(C2)O)O)OC2C(OC1=C(C2)C(=CC(=C1)O)O)C1=CC(=C(C=C1)O)O 2-(3,4-dihydroxyphenyl)-2-[[2-(3,4-dihydroxyphenyl)-3,4-dihydro-5,7-dihydroxy-2H-1-benzopyran-3-yl]oxy]-3,4-dihydro-2H-1-benzopyran-3,4,5,7-tetraol